OC1(C(CCC1)N1C(C(=CC2=C1N=C(N=C2)NC2C(CN(CC2([2H])[2H])S(=O)(=O)C)([2H])[2H])C([2H])(F)F)=O)C([2H])([2H])[2H] (±)-8-(2-hydroxy-2-(methyl-d3)cyclopentyl)-6-(difluoromethyl-d)-2-((1-(methylsulfonyl)piperidin-4-yl-3,3,5,5-d4)-amino)pyrido[2,3-d]pyrimidin-7(8H)-one